C(N)(=O)C1N(CCC1)C=1N=C(N(C1C(=O)OC)CC1=CC=C(C=C1)Cl)OC1=CC(=CC=C1)OC(F)(F)F methyl 4-(2-carbamoyl-pyrrolidin-1-yl)-1-[(4-chlorophenyl) methyl]-2-[3-(trifluoromethoxy) phenoxy]-1H-imidazole-5-carboxylate